propylglycerol methyl-methacrylate CC=C(C(=O)OC(C(O)CO)CCC)C